isooctanoic acid tert-butylamine salt C(C)(C)(C)N.C(CCCCC(C)C)(=O)O